ClC1=CC=C(C=NNC2=NC=NC3=C2N=CN=C3NC=3C=C(OCCO)C=CC3)C=C1 2-(3-((8-(2-(4-chlorobenzylidene)hydrazineyl)pyrimido[5,4-d]pyrimidin-4-yl)amino)phenoxy)ethan-1-ol